C(CCC)[C@H]1C(N(CCN1)[C@H](C(=O)N1CCC(CC1)CC(=O)N)CCCC)=O (1-{(S)-2-[(S)-3-Butyl-2-oxo-1-piperazinyl]hex-anoyl}-4-piperidyl)acetamide